2-(2-furanylmethylene)malononitrile O1C(=CC=C1)C=C(C#N)C#N